1-[4-[1-[[1-[[2-bromo-4-(1-hydroxy-1-methyl-ethyl)phenoxy]methyl]cyclopropyl]methyl]azetidin-3-yl]oxy-1-piperidyl]-2,2,2-trifluoro-ethanone BrC1=C(OCC2(CC2)CN2CC(C2)OC2CCN(CC2)C(C(F)(F)F)=O)C=CC(=C1)C(C)(C)O